ClC=1C=CC(=NC1)ONC1=C(C=CC=C1)OC ((5-Chloropyridin-2-yl)oxy)-2-methoxyaniline